tert-Butyl 4-{[2-(1,1-dioxido-2,3-dihydro-1,4-benzothiazepin-4(5H)-yl)-6-methylquinolin-4-yl](hydroxy)methyl}piperidine-1-carboxylate O=S1(CCN(CC2=C1C=CC=C2)C2=NC1=CC=C(C=C1C(=C2)C(C2CCN(CC2)C(=O)OC(C)(C)C)O)C)=O